N(=[N+]=[N-])C1=CC=C(C=C1)C=C1C(C(CC(C1)C)=CC1=CC=C(C=C1)N=[N+]=[N-])=O 2,6-bis[(4-azidophenyl)methylene]-4-methyl-cyclohexanone